4-(4-{4-[(6-chloro-imidazo[1,5-a]pyridin-5-yl)-hydroxy-methyl]-5-methyl-[1,2,3]triazol-1-yl}-2-fluoro-phenoxy)-2-methyl-butan-2-ol ClC=1C=CC=2N(C1C(C=1N=NN(C1C)C1=CC(=C(OCCC(C)(O)C)C=C1)F)O)C=NC2